(1'R,2'R)-5'-methyl-2'-(prop-1-en-2-yl-d5)-2,6-bis((trimethylsilyl)oxy)-1',2',3',4'-tetrahydro-[1,1'-biphenyl]-4-yl trifluoromethanesulfonate FC(S(=O)(=O)OC1=CC(=C(C(=C1)O[Si](C)(C)C)[C@H]1[C@@H](CCC(=C1)C)C(=C([2H])[2H])C([2H])([2H])[2H])O[Si](C)(C)C)(F)F